N1=CC(=CC=C1)C1(CCCC1)CC1=C(C(=O)N)C=CC=C1 ((1-(pyridin-3-yl)cyclopentyl)methyl)benzamide